C[N+](C1=CC=CC=C1)(C)C trimethyl(phenyl)ammonium